C1(CCCC1)C=1C(=C(C=CC1)B(O)O)C1CCCCC1 cyclopentylcyclohexylbenzeneboronic acid